1-phenylmethylamino-3,4-dimethylenehex-5-ene C1(=CC=CC=C1)CNCCC(C(C=C)=C)=C